(4-(difluoromethoxy)phenyl)(2,4,6-trimethoxyphenyl)iodonium 4-methylbenzenesulfonate CC1=CC=C(C=C1)S(=O)(=O)[O-].FC(OC1=CC=C(C=C1)[I+]C1=C(C=C(C=C1OC)OC)OC)F